tert-butyl (1R,5S)-3-(6-chloro-7-(8-cyanonaphthalen-1-yl)-2-((1-((dimethylamino)methyl)cyclopropyl)methoxy)-8-fluoroquinazolin-4-yl)-3,8-diazabicyclo[3.2.1]octane-8-carboxylate ClC=1C=C2C(=NC(=NC2=C(C1C1=CC=CC2=CC=CC(=C12)C#N)F)OCC1(CC1)CN(C)C)N1C[C@H]2CC[C@@H](C1)N2C(=O)OC(C)(C)C